C12(CC(C1)C2)NC(=O)C(COCC)NC(OC(C)(C)C)=O tert-butyl N-[1-({bicyclo[1.1.1]pentan-1-yl}carbamoyl)-2-ethoxyethyl]carbamate